FC(CC1=C(C(=C(C(=C1F)F)F)F)F)CC1=C(C(=C(C(=C1F)F)F)F)F 2-Fluoro-1,3-bis(perfluorophenyl)propane